CN1N=C(C=C1C(=O)N[C@@H](C)C1=NC(=NO1)N1C[C@@H](OCC1)C)C(F)(F)F 1-methyl-N-((S)-1-(3-((S)-2-methylmorpholino)-1,2,4-oxadiazol-5-yl)ethyl)-3-(trifluoromethyl)-1H-pyrazole-5-carboxamide